NC1=C2C(=NC=N1)N(N=C2C=2C=CC=CC2)CC2=CC=C(C=C2)CN 5-(4-amino-1-(4-(aminomethyl)benzyl)-1H-pyrazolo[3,4-d]pyrimidin-3-yl)benzol